tert-butyl 4-[3-(ethoxycarbonyl)cyclobutyl]-2,6-dimethylpiperazine-1-carboxylate C(C)OC(=O)C1CC(C1)N1CC(N(C(C1)C)C(=O)OC(C)(C)C)C